BrC=1N=C2C(=NC1)N=C(S2)NC(=O)C2=C(C=NC=C2)C2=C(C=CC=C2OC)F N-(6-bromothiazolo[4,5-b]pyrazin-2-yl)-3-(2-fluoro-6-methoxyphenyl)pyridine-4-carboxamide